NCCOCCOCC(=O)N[C@H](COC1=CC=C(C=C1)C=1C=C2C(=CC=NC2=CC1)C(=O)NCC(=O)N1[C@@H](CC(C1)(F)F)C#N)CC1=CC2=CC=CC=C2C=C1 6-(4-((S)-2-(2-(2-(2-aminoethoxy)ethoxy)acetamido)-3-(naphthalen-2-yl)propoxy)phenyl)-N-(2-((S)-2-cyano-4,4-difluoropyrrolidin-1-yl)-2-oxoethyl)quinoline-4-carboxamide